1,3-dioxo-1,3-dihydro-2H-benzo[f]isoindol-2-yl-2-(2-bromophenyl)propanoate (1,3-dioxo-1,3-dihydro-2H-benzo[f]isoindol-2-yl-2-(2-bromophenyl) propionate) O=C1N(C(C=2C=C3C(=CC12)C=CC=C3)=O)C(C(=O)O)(C)C3=C(C=CC=C3)Br.O=C3N(C(C=1C=C2C(=CC31)C=CC=C2)=O)C(C(=O)O)(C)C2=C(C=CC=C2)Br